4-({2,3,5-Trifluoro-4-[(4-methoxyphenyl)methoxy]benzamido}methyl)bicyclo[2.2.2]octane-1-carboxylic acid FC1=C(C(=O)NCC23CCC(CC2)(CC3)C(=O)O)C=C(C(=C1F)OCC1=CC=C(C=C1)OC)F